BrC1=CC=C(C=C1)P(C1=CC=CC=C1)C1=CC=C(C=C1)Br bis-(4-bromophenyl)phenylphosphine